C1(=CC=CC=C1)C1=C2C(=C(C(=C(C2=C(C=2C(=C(C(=C(C12)[2H])[2H])[2H])[2H])[2H])[2H])[2H])[2H])C1=C(C=CC=C1)C1=CC=CC=2C3=CC=CC=C3C=CC12 phenyl(phenanthrenylphenyl)anthracene-d8